FC(OC=1C=C(C=CC1)C1CC2(C1)CCN(CC2)C(=O)OC(C)(C)C)(F)F tert-Butyl 2-(3-trifluoromethoxyphenyl)-7-azaspiro[3.5]nonane-7-carboxylate